4-[[2-[7-(aminomethyl)-7-(4-methyl-1,3-thiazol-2-yl)-3-azabicyclo[4.1.0]heptan-3-yl]-1H-imidazo[4,5-b]pyrazin-5-yl]thio]-3-chloropyridin-2-amine NCC1(C2CCN(CC12)C1=NC=2C(=NC=C(N2)SC2=C(C(=NC=C2)N)Cl)N1)C=1SC=C(N1)C